2-(6-(6-(4-(4-(2,4-dioxotetrahydropyrimidin-1(2H)-yl)benzyl)piperazin-1-yl)pyridazin-3-yl)-1-oxoisoindolin-2-yl)-2-(5-fluoro-2-hydroxyphenyl)-N-(thiazol-2-yl)acetamide O=C1N(CCC(N1)=O)C1=CC=C(CN2CCN(CC2)C2=CC=C(N=N2)C2=CC=C3CN(C(C3=C2)=O)C(C(=O)NC=2SC=CN2)C2=C(C=CC(=C2)F)O)C=C1